O=C1NC(CC[C@H]1N1CCOC2=C1C=CC=C2C2CCN(CC2)C(=O)OC(C)(C)C)=O tert-butyl 4-[4-[(3R)-2,6-dioxo-3-piperidyl]-2,3-dihydro-1,4-benzoxazin-8-yl]piperidine-1-carboxylate